FC1(C[C@@H](N(C1)C1=C(C(=NC=N1)NC[C@@H]1[C@H](CN(CC1)CC(=O)N)O)F)C1=NC=C(C=C1)C(F)(F)F)F |&1:14,15| 2-((3RS,4RS)-4-(((6-((R)-4,4-difluoro-2-(5-(trifluoromethyl)pyridin-2-yl)pyrrolidin-1-yl)-5-fluoropyrimidin-4-yl)amino)methyl)-3-hydroxy-piperidin-1-yl)acetamide